2-((4-isopropyl-1-methylcyclohex-2-en-1-yl)thio)propanoic acid C(C)(C)C1C=CC(CC1)(C)SC(C(=O)O)C